2,3,5,6-tetrachloro-4-(methylsulphonyl)pyridine ClC1=NC(=C(C(=C1Cl)S(=O)(=O)C)Cl)Cl